FC1=CC=C(C=C1)C1=NN2C(CNCC2)=C1C1=CC(=NC=C1)NC(=O)C1CC1 N-(4-(2-(4-fluorophenyl)-4,5,6,7-tetrahydropyrazolo[1,5-a]pyrazin-3-yl)pyridin-2-yl)cyclopropylcarboxamide